methyl 2-formyl-3-((4-(morpholinomethyl)benzyl)oxy)benzoate C(=O)C1=C(C(=O)OC)C=CC=C1OCC1=CC=C(C=C1)CN1CCOCC1